1-(5Z,8Z,11Z,14Z,17Z-eicosapentaenoyl)-2-dodecanoyl-glycero-3-phosphocholine CCCCCCCCCCCC(=O)O[C@H](COC(=O)CCC/C=C\C/C=C\C/C=C\C/C=C\C/C=C\CC)COP(=O)([O-])OCC[N+](C)(C)C